6-chloro-1H-pyrazolo[4,3-c]pyridine-3-carboxylate ClC1=CC2=C(C=N1)C(=NN2)C(=O)[O-]